2-(2-Nitrophenyl)sulfonyl-1,3-dihydroisoquinolin-4-one [N+](=O)([O-])C1=C(C=CC=C1)S(=O)(=O)N1CC2=CC=CC=C2C(C1)=O